N-(4-fluorobenzyl)-3,3-diphenyl-N-(2-(pyrrolidin-1-yl)ethyl)prop-2-en-1-amine FC1=CC=C(CN(CC=C(C2=CC=CC=C2)C2=CC=CC=C2)CCN2CCCC2)C=C1